Ethyl-5-bromo-6-methoxy-1H-indole-2-carboxylic Acid C(C)N1C(=CC2=CC(=C(C=C12)OC)Br)C(=O)O